FC(C=1C=NC2=CC(=CC=C2C1)O)(F)F 3-(trifluoromethyl)quinolin-7-ol